C(C)(C)C1=C(NC2=C1N=C(S2)C2CCN(CC2)CC(=O)NC)C2=CN(C(C(=C2C)C)=O)C 2-(4-(6-isopropyl-5-(1,4,5-trimethyl-6-oxo-1,6-dihydropyridin-3-yl)-4H-pyrrolo[3,2-d]thiazol-2-yl)-piperidin-1-yl)-N-methylacetamide